C(CCCC)NC(CCCCCCCCCCCC(=O)N)=O 13-(pentylamino)-13-oxotridecylamide